(S)-1-((8-hydroxy-1,2,3,4-tetrahydroisoquinolin-1-yl)methyl)pyrrolidin-2-one hydrochloride Cl.OC=1C=CC=C2CCN[C@@H](C12)CN1C(CCC1)=O